FC1=C(N)C=C(C(=C1)C=C)C(F)(F)F 2-fluoro-5-(trifluoromethyl)-4-vinylaniline